C(C)(C)(C)N(C(=O)OCCOC1=C(C(=C(C=C1)F)F)Br)[C@@H]1C[C@H](CCC1)C(NC1=NC=C(C(=C1)C1=C2N(N=C1)CC(C2)(C)C)Cl)=O 2-(2-bromo-3,4-difluorophenoxy)ethan-1-ol tert-butyl-(trans-3-((5-chloro-4-(5,5-dimethyl-5,6-dihydro-4H-pyrrolo[1,2-b]pyrazol-3-yl)pyridin-2-yl)carbamoyl)cyclohexyl)carbamate